ClC1=CC=C(C=C1)C1=CC=C(C=C1)F 4-chloro-4'-fluoro-1,1'-biphenyl